FC1=C(C=CC(=C1)F)C(CN1CCC(CC1)CCNC(OC(C)(C)C)=O)(CN1N=NC=C1)O tert-butyl (2-(1-(2-(2,4-difluorophenyl)-2-hydroxy-3-(1H-1,2,3-triazol-1-yl)propyl)piperidin-4-yl)ethyl)carbamate